FC1=CC=C(OC=2C=CC(=NC2)NC([C@@H](C)N2C[C@H](CCC2)C2=CNC(C(=C2)S(NC)(=O)=O)=O)=O)C=C1 (R)-N-(5-(4-fluorophenoxy)pyridin-2-yl)-2-((R)-3-(5-(N-methylsulfamoyl)-6-oxo-1,6-dihydropyridin-3-yl)piperidin-1-yl)propanamide